OCC[C@H](C#CC1=CC=C(C=C1)C1=CC=C(C=C1)O[C@H]1[C@@H](COC1)O)N1C(=NC=C1)[C@H](C)O (3R,4R)-4-((4'-((R)-5-hydroxy-3-(2-((S)-1-hydroxyethyl)-1H-imidazol-1-yl)pent-1-yn-1-yl)-[1,1'-biphenyl]-4-yl)oxy)tetrahydrofuran-3-ol